4,6,6,7,8,8-hexamethyl-1,3,4,6,7,8-hexahydro-cyclopenta[g]benzopyran CC1CCOC2=C1C=C1C(=C2)C(C(C1(C)C)C)(C)C